(6-bromopyridin-2-yl)-7-(2,2,2-trifluoroethoxy)imidazo[1,2-a]pyridine BrC1=CC=CC(=N1)C=1N=C2N(C=CC(=C2)OCC(F)(F)F)C1